C(CCC)N(C(O)=O)CCCCCCO.BrC1=C(C(=CC=C1)F)C(CC(=O)NC1(CC1)C1=CC(=CC(=C1)OCC(F)(F)F)Cl)(C)O 3-(2-bromo-6-fluorophenyl)-N-(1-(3-chloro-5-(2,2,2-trifluoroethoxy)phenyl)cyclopropyl)-3-hydroxybutanamide butyl-(6-hydroxyhexyl)carbamate